4-acetyl-N-(3-trifluoromethylbenzyl)-1H-pyrrole-2-carboxamide C(C)(=O)C=1C=C(NC1)C(=O)NCC1=CC(=CC=C1)C(F)(F)F